1-(4-chloro-1-methyl-1H-pyrazol-5-yl)cyclopropane-1-carboxylic acid ClC=1C=NN(C1C1(CC1)C(=O)O)C